3-amino-cyclobutan-1-ol NC1CC(C1)O